BrC=1C(=C(C(=CC1)Cl)C1C(NC(CC1)=O)=O)Cl 3-(3-bromo-2,6-dichlorophenyl)piperidine-2,6-dione